(3R)-3-{[9-bromo-2-(4-methoxyphenyl)[1,2,4]triazolo[1,5-c]quinazolin-5-yl]amino}azepan-2-one BrC1=CC=2C=3N(C(=NC2C=C1)N[C@H]1C(NCCCC1)=O)N=C(N3)C3=CC=C(C=C3)OC